N-(1-(azetidin-3-yl)-3-(difluoromethyl)-1H-pyrazol-4-yl)-6-(1H-pyrazol-3-yl)pyridinecarboxamide N1CC(C1)N1N=C(C(=C1)NC(=O)C1=NC(=CC=C1)C1=NNC=C1)C(F)F